FC(C1=NN=C(O1)C1=C(C=C(CC2=NC(=NO2)C2=CC=C(C=C2)NC=2NCCN2)C=C1)F)F N-(4-(5-(4-(5-(difluoromethyl)-1,3,4-oxadiazol-2-yl)-3-fluorobenzyl)-1,2,4-oxadiazol-3-yl)phenyl)-4,5-dihydro-1H-imidazol-2-amine